bis-triazole manganese [Mn].N1=NC(N=C1)=C1N=NC=N1